CC1(OB(OC1(C)C)C=C1CCC2(CN(C2)C(=O)OC(C)(C)C)CC1)C tert-butyl 7-((4,4,5,5-tetramethyl-1,3,2-dioxaborolan-2-yl)methylene)-2-azaspiro[3.5]nonane-2-carboxylate